C(C1=CC=CC=C1)OC=1C=CC(=NC1C1OCCO1)NCCN1CCN(CC1)C 5-(benzyloxy)-6-(1,3-dioxolan-2-yl)-N-(2-(4-methylpiperazin-1-yl)ethyl)pyridin-2-amine